C[C@@]12C[C@H](N([C@H]2C1)C(CNC(CCCCC1=CC=CC=C1)=O)=O)C(=O)OCC ethyl (1S,3S,5S)-5-methyl-2-((5-phenylpentanoyl)glycyl)-2-azabicyclo[3.1.0]hexane-3-carboxylate